2-[(3-chloro-4-fluorophenyl)-[(3-propan-2-yl-1-bicyclo[1.1.1]pentanyl)oxy]methyl]-4-methyl-5-methylsulfonyl-1H-imidazole ClC=1C=C(C=CC1F)C(C=1NC(=C(N1)C)S(=O)(=O)C)OC12CC(C1)(C2)C(C)C